((2R)-pyrrolidin-2-yl)-N-{[2-(2-{[1-(3-fluoro(2-pyridyl))-isopropyl]amino}pyrimidin-5-yl)(1,3-thiazol-5-yl)]methyl}carboxamide N1[C@H](CCC1)C(=O)NCC1=CN=C(S1)C=1C=NC(=NC1)NC(C)(C)C1=NC=CC=C1F